(Z)-1,3,3,3-Tetrafluoropropen F\C=C/C(F)(F)F